((2-(2-(2-Chlorophenyl)-4,5,6,7-tetrahydro-1H-benzo[d]imidazol-6-yl)isoindolin-4-yl)oxy)ethan-1-ol ClC1=C(C=CC=C1)C1=NC2=C(N1)CC(CC2)N2CC1=CC=CC(=C1C2)OC(C)O